4-(3-(benzyloxy)cyclobutoxy)-N-(4,4-difluorocyclohexyl)-6-(3-Fluoro-1H-pyrazol-1-yl)pyrimidin-2-amine C(C1=CC=CC=C1)OC1CC(C1)OC1=NC(=NC(=C1)N1N=C(C=C1)F)NC1CCC(CC1)(F)F